BrC1=CC=C(CNC2CS(C=C2)(=O)=O)C=C1 3-((4-bromobenzyl)amino)-2,3-dihydrothiophene 1,1-dioxide